O=C1O[C@@]2(CN1)C[C@@]1(C[C@@H]1CC2)CN2C=NC1=C2C=C(C=C1)C#N (((1r,3r,6s)-2'-oxospiro[bicyclo[4.1.0]heptane-3,5'-oxazolidin]-1-yl)methyl)-1H-benzo[d]imidazole-6-carbonitrile